(S)-2-(6-(3-(6-methylpyridin-3-yl)-1H-pyrrolo[2,3-b]pyridin-5-yl)isochroman-8-yl)pyrrolidine-1-carboxylic acid tert-butyl Ester C(C)(C)(C)OC(=O)N1[C@@H](CCC1)C=1C=C(C=C2CCOCC12)C=1C=C2C(=NC1)NC=C2C=2C=NC(=CC2)C